COC1=NC=NC=C1C1=CC=C(C[N+]2=NOC(=C2)[N-]C(NC2=CC(=CC=C2)C(F)(F)F)=O)C=C1 (3-(4-(4-methoxypyrimidin-5-yl)benzyl)-1,2,3-oxadiazol-3-ium-5-yl)((3-(trifluoromethyl)phenyl)carbamoyl)amide